CC(C)(C)S(=O)/N=C(\CCC=C)/C=1C=NC=CC1 (E)-2-methyl-N-(1-(pyridin-3-yl)pent-4-en-1-ylidene)propane-2-sulfinamide